FC(C1=C(C=CC=C1)S(=O)(=O)[O-])(F)F.C1(=CC=CC=C1)[Sn+](C1=CC=CC=C1)C1=CC=CC=C1 triphenyltin 2-(trifluoromethyl)benzenesulfonate